C(#N)C1CC2(C1)C[C@H](N(CC2)CC2=C1C=CNC1=C(C=C2OC)C)C2=CC=C(C(=O)N1CCC(CC1)C(=O)O)C=C2 1-(4-((2R,4s,6S)-2-cyano-7-((5-methoxy-7-methyl-1H-indol-4-yl)methyl)-7-azaspiro[3.5]nonan-6-yl)benzoyl)piperidine-4-carboxylic acid